C(CCCCCC)(=O)O.C(CCCCCC)(=O)O heptanoic acid (heptanoate)